t-Butylmethacrylat C(C)(C)(C)OC(C(=C)C)=O